C(C)(C)(C)OC(=O)N1C[C@@H](CCC1)OC1=CC=C2C(=NN(C2=C1)C)C=1C(=NC(=CC1)OCC1=CC=CC=C1)OCC1=CC=CC=C1 tert-butyl-(3R)-3-[3-(2,6-dibenzyloxy-3-pyridyl)-1-methyl-indazol-6-yl]oxypiperidine-1-carboxylate